C1(CC1)C(=O)N1[C@H]([C@H](CCC1)NS(=O)(=O)C)CO[C@@H]1CC[C@@H](CC1)C1=C(C(=CC=C1F)F)F N-((2R,3S)-1-(cyclopropylcarbonyl)-2-(((cis-4-(2,3,6-trifluorophenyl)cyclohexyl)oxy)-methyl)piperidin-3-yl)methanesulfonamide